(4R)-5-{(1R)-2-[4,6-bis(trifluoromethyl)-1,3,5-triazin-2-yl]-6-chloro-2,3,4,9-tetrahydro-1H-pyrido[3,4-b]indol-1-yl}-4-hydroxypentanenitrile FC(C1=NC(=NC(=N1)C(F)(F)F)N1[C@@H](C=2NC3=CC=C(C=C3C2CC1)Cl)C[C@@H](CCC#N)O)(F)F